tetra-iso-propoxytin C(C)(C)O[Sn](OC(C)C)(OC(C)C)OC(C)C